[Si](C)(C)(C(C)(C)C)OCCCCN1CC2(C1)CCN(CC2)C(CO)CO 2-(2-(4-((tert-Butyldimethylsilyl)oxy)butyl)-2,7-diazaspiro[3.5]nonan-7-yl)propane-1,3-diol